(S)-2-(methoxy-methyl)pyrrolidine COC[C@H]1NCCC1